N5,N11-bis([1,1'-biphenyl]-4-yl)-7,7,9,9-tetramethyl-N5,N11-diphenyl-7,9-dihydrobenzo[g]benzo[6,7]indeno[2,1-b]fluorene-5,11-diamine C1(=CC=C(C=C1)N(C=1C=C2C(C3=CC=4C(C=5C=C(C6=C(C5C4C=C3C2=C2C1C=CC=C2)C=CC=C6)N(C6=CC=CC=C6)C6=CC=C(C=C6)C6=CC=CC=C6)(C)C)(C)C)C6=CC=CC=C6)C6=CC=CC=C6